C(C)(C)(C)OC(COC1COCC1)=O 2-((tetrahydrofuran-3-yl)oxy)acetic acid tert-butyl ester